ClC=1C=C(C=C(C1)C(F)(F)F)N(C(=O)N([C@@H]1CN(C[C@H]1C1=CC=C(C=C1)F)C(=O)OC(C)(C)C)C)C tert-butyl (3S,4R)-3-[{[3-chloro-5-(trifluoromethyl)phenyl](methyl)carbamoyl}(methyl)amino]-4-(4-fluorophenyl)pyrrolidine-1-carboxylate